CN1[C@H]2CN([C@@H](C1)C2)CCN2C1=CC=C(C=C1SC=1C=C(C=CC21)C=2C=C1C(=NC2)NN=C1)C=1C=C2C(=NC1)NN=C2 10-(2-((1R,4R)-5-methyl-2,5-diazabicyclo[2.2.1]heptan-2-yl)ethyl)-3,7-bis(1H-pyrazolo[3,4-b]pyridin-5-yl)-10H-phenothiazine